COC1=C(C=C(C=C1)\C=C\C)S(=O)(=O)O 2-methoxy-5-[(E)-prop-1-enyl]benzenesulfonic acid